4-amino-5-bromo-N,N-dimethylpyrrolo[2,1-f][1,2,4]Triazine-7-carboxamide NC1=NC=NN2C1=C(C=C2C(=O)N(C)C)Br